BrC1=C(C=CC(=N1)NC(=O)[C@H]1N(C[C@@H](C1)F)C(=O)OC(C)(C)C)C tert-butyl (2S,4R)-2-((6-bromo-5-methylpyridin-2-yl) carbamoyl)-4-fluoropyrrolidine-1-carboxylate